C(C)OC(=O)C=1SC=C(N1)COCOCC[Si](C)(C)C 4-(((2-(trimethylsilyl)ethoxy)methoxy)methyl)thiazole-2-carboxylic acid ethyl ester